C(C)(C)(C1=CC=CC=C1)C(COCC)COCC 2-cumyl-1,3-diethoxypropane